N-Boc-4-piperidinepropionic acid CC(C)(C)OC(=O)N1CCC(CC1)CCC(=O)O